FC=1C=C(C=CC1C(NC)=O)NC(C(=O)OC1=CC=C(C=C1)Cl)(C)C 4-chlorophenyl 2-((3-fluoro-4-(methylcarbamoyl) phenyl) amino)-2-methylpropionate